(±)-(cis)-4-(benzyl-(methyl)amino)piperidine-1,2-dicarboxylic acid 1-(tert-butyl) 2-methyl ester COC(=O)[C@@H]1N(CC[C@@H](C1)N(C)CC1=CC=CC=C1)C(=O)OC(C)(C)C |r|